C(C)(=O)N1CCC(CC1)NC(=O)NC12CC3CC(CC(C1)C3)C2 1-(1-acetylpiperidin-4-yl)-3-(1-adamantyl)urea